O1COC2=C1C=CC(=C2)C(CC(=O)OC)C=2C=C1C=C(C=NC1=CC2)OCC(=O)NC2CCCCCC2 Methyl 3-(benzo[d][1,3]dioxol-5-yl)-3-(3-(2-(cycloheptylamino)-2-oxoethoxy) quinolin-6-yl)propanoate